p-(diphenylphosphonooxy)phenol C1(=CC=CC=C1)OP(=O)(OC1=CC=CC=C1)OC1=CC=C(C=C1)O